ethyl 4-fluoro-1,2-dimethyl-1H-pyrrole-3-carboxylate FC=1C(=C(N(C1)C)C)C(=O)OCC